CCOC(=O)C(=C)N(C)C Dimethylamino Ethyl Acrylate